COC1=CC=C(CN(S(=O)(=O)C2=C3C=NN(C3=CC(=C2)NC(CC2=C(C=CC=C2)Cl)=O)C(=O)C2CC2)CC2=CC=C(C=C2)OC)C=C1 N-(4-(N,N-bis(4-methoxybenzyl)sulfamoyl)-1-(cyclopropylcarbonyl)-1H-indazol-6-yl)-2-(2-chlorophenyl)acetamide